N-(3-aminopropyl)acetamide NCCCNC(C)=O